propan-3-one CCC=O